(7-cyclopentyl-2-((3-(4-methyl-1H-imidazol-1-yl)-5-(trifluoromethyl)phenyl)amino)-7H-pyrrolo[2,3-d]pyrimidin-6-yl)methanone tri-O-Methyl-inosine-triphosphate P(O)(=O)(OP(=O)(O)OP(=O)(O)O)OC=1C=2N=CN([C@H]3[C@H](OC)[C@H](OC)[C@@H](COC)O3)C2N=CN1.C1(CCCC1)N1C(=CC2=C1N=C(N=C2)NC2=CC(=CC(=C2)C(F)(F)F)N2C=NC(=C2)C)C=O